(2S,4R)-1-((R)-2-Amino-5-oxo-5-pyrrolidin-1-yl-pentanoyl)-4-[3-(2-methyl-2H-pyrazol-3-yl)-benzyl]-pyrrolidine-2-carboxylic acid (1-methyl-1H-benzotriazol-5-ylmethyl)-amide CN1N=NC2=C1C=CC(=C2)CNC(=O)[C@H]2N(C[C@@H](C2)CC2=CC(=CC=C2)C=2N(N=CC2)C)C([C@@H](CCC(N2CCCC2)=O)N)=O